ClC1=C(OC=2C=C3C4(C(N(C3=CC2)C2OCCCC2)=O)CCC4)C(=CC(=C1)[N+](=O)[O-])Cl 5'-(2,6-dichloro-4-nitrophenoxy)-1'-(tetrahydro-2H-pyran-2-yl)spiro[cyclobutane-1,3'-indolin]-2'-one